ClC1=NC(=C(C=2CCC(CC12)(C)C)C#N)Cl 1,3-dichloro-7,7-dimethyl-5,6,7,8-tetrahydro-isoquinoline-4-carbonitrile